aminopyrenetrisulfonate NC1=C2C(=C(C(=C3C=CC4=CC=CC(=C1)C4=C32)S(=O)(=O)[O-])S(=O)(=O)[O-])S(=O)(=O)[O-]